ClC1=C(C=CC(=C1)C(=O)N1[C@H]([C@@H](N(CC1)C1=CC(=CC=C1)Cl)C)C)[S@](=O)CC(=O)C1=CC(=CC(=C1)F)F |&1:24| (±)-2-((2-Chloro-4-(4-(3-chlorophenyl)-trans-2,3-dimethylpiperazine-1-carbonyl)phenyl)sulfinyl)-1-(3,5-difluorophenyl)ethan-1-one